4-(3,4-dimethylphenyl)-1,6-dimethyl-1,6-dihydro-7H-pyrrolo[2,3-c]pyridin-7-one CC=1C=C(C=CC1C)C=1C2=C(C(N(C1)C)=O)N(C=C2)C